N-{9-[(2R,4S,5R)-4-[(tert-butyldimethylsilyl)oxy]-5-{[(tert-butyldimethylsilyl)oxy]methyl}oxolan-2-yl]purin-6-yl}-2-methylpropanamide [Si](C)(C)(C(C)(C)C)O[C@H]1C[C@@H](O[C@@H]1CO[Si](C)(C)C(C)(C)C)N1C2=NC=NC(=C2N=C1)NC(C(C)C)=O